N-{[1-(3-Hydroxy-3-methylpiperidine-1-carbonyl)cyclobutyl]methyl}-4H,5H,6H,7H,8H,9H-cycloocta[b]thiophene-2-carboxamide OC1(CN(CCC1)C(=O)C1(CCC1)CNC(=O)C1=CC2=C(S1)CCCCCC2)C